C(C)(C)OC=1C(=CC2=CN(N=C2C1)[C@@]12CO[C@@](CC1)(C2)C)C(=O)NC=2C=NN1C2N=CC(=C1)OC 6-isopropoxy-N-(6-methoxypyrazolo[1,5-a]pyrimidin-3-yl)-2-((1S,4S)-1-methyl-2-oxabicyclo[2.2.1]heptan-4-yl)-2H-indazole-5-carboxamide